C1(CC1)S(=O)(=O)N1N=CC(=C1)C1=NC=CC(=N1)C1(NC=C(C(=C1)NC1CC(CCC1)F)C1=NN(C=C1)C(F)F)N 2-(2-(1-(Cyclopropylsulfonyl)-1H-pyrazol-4-yl)pyrimidin-4-yl)-5-(1-(difluoromethyl)-1H-pyrazol-3-yl)-N4-(3-fluorocyclohexyl)pyridine-2,4-diamine